N1C=C(C2=CC=CC=C12)C=1C2=C(NC(N1)=S)N(C(N(C2=O)C)=O)C 5-(1H-Indol-3-yl)-1,3-dimethyl-7-thioxo-7,8-dihydropyrimido[4,5-d]pyrimidine-2,4(1H,3H)-dione